NC1=C(C=CC=C1)C1=CC=C(C=C1)C(=O)N1CCC(CC1)(O)CN1C=NC2=CC(=CC=C2C1=O)NC(CCN1CCN(CC1)C)=O N-(3-((1-(2'-amino-[1,1'-biphenyl]-4-carbonyl)-4-hydroxypiperidin-4-yl)methyl)-4-oxo-3,4-dihydroquinazolin-7-yl)-3-(4-methylpiperazin-1-yl)propanamide